5-amino-8-chloro-isoquinoline NC1=C2C=CN=CC2=C(C=C1)Cl